3-(1-(pyridin-4-yl)-1H-pyrazol-4-yl)imidazolidin-2-one N1=CC=C(C=C1)N1N=CC(=C1)N1C(NCC1)=O